FC(C=1C(=C(C=CC1)[C@@H](C)NC=1C2=C(N=C(N1)C)C=NC(=C2)S(=O)(=O)N2CCC(CC2)O)F)F (R)-1-((4-((1-(3-(difluoromethyl)-2-fluorophenyl)ethyl)amino)-2-methylpyrido[3,4-d]pyrimidin-6-yl)sulfonyl)piperidin-4-ol